4-(6-((R)-2-(2-isopropylphenyl)-4-((4-methoxybenzofuran-6-yl)methyl)piperazin-1-yl)-2-azaspiro[3.3]heptan-2-yl)benzamide C(C)(C)C1=C(C=CC=C1)[C@H]1N(CCN(C1)CC1=CC2=C(C=CO2)C(=C1)OC)C1CC2(CN(C2)C2=CC=C(C(=O)N)C=C2)C1